2-(3-Oxa-6-azabicyclo[3.1.1]heptan-6-yl)-N-(5-(difluoromethoxy)-2-((3-(trifluoromethyl)bicyclo[1.1.1]pentan-1-yl)carbamoyl)phenyl)-6-methoxybenzo[d]thiazole-7-carboxamide C12COCC(N1C=1SC3=C(N1)C=CC(=C3C(=O)NC3=C(C=CC(=C3)OC(F)F)C(NC31CC(C3)(C1)C(F)(F)F)=O)OC)C2